ClC1=C2C(=NNC2=C(C=C1)N1CCC2(OCCO2)CC1)C#N 4-Chloro-7-(1,4-dioxa-8-azaspiro[4.5]decan-8-yl)-1H-indazole-3-carbonitrile